1-(4-(4-amino-5-(3-fluoro-4-((6-methylpyridin-2-yl)oxy)phenyl)pyrazolo[5,1-f][1,2,4]triazin-6-yl)-3,6-dihydropyridin-1(2H)-yl)prop-2-en-1-one NC1=NC=NN2C1=C(C(=N2)C=2CCN(CC2)C(C=C)=O)C2=CC(=C(C=C2)OC2=NC(=CC=C2)C)F